NCC1=CC=C(C(=N1)OC=1C(=C(C=CC1)C[C@@H]1N(CC([C@@H]1NS(=O)(=O)CC)(F)F)C(=O)OC(C)(C)C)F)C tert-Butyl (2S,3R)-2-[(3-{[6-(aminomethyl)-3-methylpyridin-2-yl]oxy}-2-fluorophenyl)methyl]-3-[(ethanesulfonyl)amino]-4,4-difluoropyrrolidine-1-carboxylate